OC=1C=C(C=CC1O)C(CC)O 3,4-dihydroxyphenyl-propanol